COC(C[C@@H]1CC(=NO1)C1=CC=C(C=C1)O)=O (S,R)-3-(4-hydroxyphenyl)-4,5-dihydro-5-isoxazoleacetic acid methyl ester